(((S)-6,8-difluoro-1,2,3,4-tetrahydronaphthalen-2-yl)amino)-N-(1-(2-methyl-1-(neopentylamino)propan-2-yl)-1H-imidazol-4-yl)pentanamide FC=1C=C2CC[C@@H](CC2=C(C1)F)NC(C(=O)NC=1N=CN(C1)C(CNCC(C)(C)C)(C)C)CCC